N[C@H](CC)C=1C=C(N)C=C(C1)C(F)(F)F (R)-3-(1-aminopropyl)-5-(trifluoromethyl)aniline